CC1(N(CCC1)CC(=O)NC=1C=C(C(=NC1)C)C=1N2C(SC1C=1C=NN(C1)CCOC)=C(C=N2)C(=O)N)C (5-(2-(2,2-dimethylpyrrolidin-1-yl)acetamido)-2-methylpyridin-3-yl)-2-(1-(2-methoxyethyl)-1H-pyrazol-4-yl)pyrazolo[5,1-b]thiazole-7-carboxamide